3,3-dimethylbutan-2-one CC(C(C)=O)(C)C